3,4-dihydro-4-methyl-3-oxo-N-(quinuclidinyl)-2H-1,4-benzoxazine-8-carboxamide CN1C(COC2=C1C=CC=C2C(=O)NC2N1CCC(C2)CC1)=O